7-{[2-(1-methylpyrazol-4-yl)-4-pyridyl]oxy}-4-[4-(trifluoromethyl)-2-pyridyl]-2,3-dihydro-1,4-benzoxazepin-5-one CN1N=CC(=C1)C1=NC=CC(=C1)OC=1C=CC2=C(C(N(CCO2)C2=NC=CC(=C2)C(F)(F)F)=O)C1